9-bromo-7,7-dimethyl-7H-benzo[c]Fluorene BrC=1C=CC=2C=3C4=C(C=CC3C(C2C1)(C)C)C=CC=C4